C1(CCC1)N1C=2C3=CN=C(C(O[C@@H](C4=CC(=CC=C4C4=CN=NN4CC2C=N1)F)C)=C3)N (19R)-3-cyclobutyl-16-fluoro-19-methyl-20-oxa-3,4,8,9,10,23-hexaazapentacyclo[19.3.1.02,6.08,12.013,18]pentacosa-1(24),2(6),4,9,11,13,15,17,21(25),22-decaen-22-amine